2'-(4-amino-2-methoxy-5-methylphenyl)-6-chloro-5'-(5-chloro-2-methylphenyl)-3'-isopropyl-3'H-spiro[indoline-3,4'-pyrrolo[3,4-d]imidazole]-2,6'(5'H)-dione NC1=CC(=C(C=C1C)C=1N(C2=C(N1)C(N(C21C(NC2=CC(=CC=C21)Cl)=O)C2=C(C=CC(=C2)Cl)C)=O)C(C)C)OC